FC=1C=CC=C2C=C(C=NC12)C(=O)NC(CC(F)(F)F)(C)CC1=CC(=CC=C1)F 8-fluoro-N-[3,3,3-trifluoro-1-[(3-fluorophenyl)methyl]-1-methyl-propyl]quinoline-3-carboxamide